C(=O)O.NC1=CN=NC2=CC(=CC=C12)C=1C(=CC(=C(C1)B(O)O)OC)C1=NNC=C1 [5-(4-aminocinnolin-7-yl)-2-methoxy-4-(1H-pyrazol-3-yl)phenyl]boronic acid formic acid salt